TRIMETHYLTIN CHLORIDE C[Sn](C)(C)Cl